amino-6-oxo-(5H)-pyrido[3,2-d]pyrimidine NC=1N=CC2=C(N1)C=CC(N2)=O